3-(3-(1H-indol-3-yl)pyrrolidin-1-yl)-N'-(pyridin-2-yl)propanoic acid hydrazide N1C=C(C2=CC=CC=C12)C1CN(CC1)CCC(=O)NNC1=NC=CC=C1